9,9-dimethyl-6-(4-(4,4,5,5-tetramethyl-1,3,2-dioxaborolan-2-yl)pyridin-3-yl)-9H-fluorene-2-carbonitrile CC1(C2=CC=C(C=C2C=2C=CC(=CC12)C#N)C=1C=NC=CC1B1OC(C(O1)(C)C)(C)C)C